2-(((1H-pyrrolo[2,3-b]pyridin-3-yl)methyl)amino)-9-(5,6,7,8-tetrahydro-1,8-naphthyridin-2-yl)nonanoic acid N1C=C(C=2C1=NC=CC2)CNC(C(=O)O)CCCCCCCC2=NC=1NCCCC1C=C2